COCCNC1=NC(=NC(=N1)NC1=CC=CC=C1)C1=NOC(=N1)C=1C=NC(=CC1)OCC(F)(F)F N2-(2-methoxyethyl)-N4-phenyl-6-[5-[6-(2,2,2-trifluoroethoxy)-3-pyridinyl]-1,2,4-oxadiazol-3-yl]-1,3,5-triazine-2,4-diamine